1-(2-(azetidin-3-yl)ethyl)-4-(2,3-dichlorophenyl)piperazine trifluoroacetate FC(C(=O)O)(F)F.N1CC(C1)CCN1CCN(CC1)C1=C(C(=CC=C1)Cl)Cl